N-(3-aminopropyl)-3-(5-(2-fluorophenyl)-1H-imidazol-2-yl)-1H-indazole-5-carboxamide NCCCNC(=O)C=1C=C2C(=NNC2=CC1)C=1NC(=CN1)C1=C(C=CC=C1)F